2-methyl-3H-imidazo[4,5-C]pyridine-7-carboxylic acid CC1=NC2=C(C=NC=C2C(=O)O)N1